(dimethylamino)picolinonitrile p-toluenesulfonic acid salt CC1=CC=C(C=C1)S(=O)(=O)O.CN(C)C=1C(=NC=CC1)C#N